(2R,5S)-5-(4-chlorobenzyl)-4-(4-(1,5-dimethyl-1H-pyrazol-4-yl)cyclohexyl)-2-((methylsulfonyl)methyl)-morpholine 2,2,2-trifluoroacetate FC(C(=O)O)(F)F.ClC1=CC=C(C[C@H]2CO[C@H](CN2C2CCC(CC2)C=2C=NN(C2C)C)CS(=O)(=O)C)C=C1